N1=C(C=C(C2=CC=CC=C12)C(=O)O)C1=NC2=CC=CC=C2C(=C1)C(=O)O 2,2'-biquinoline-4,4'-di-carboxylic acid